N[C@H](C(=O)O)CP(=O)(O)O L-2-amino-3-phosphonopropionic acid